3'-((8-chloro-[1,2,4]triazolo[4,3-a]quinazolin-5-yl)(methyl)amino)-[1,1'-biphenyl] ClC1=CC=C2C(=NC=3N(C2=C1)C=NN3)N(C=3C=C(C=CC3)C3=CC=CC=C3)C